(1-acetyl-3-vinyl-azetidin-3-yl)-3-benzyloxy-4-carbonyl-pyran-2-carboxamide C(C)(=O)N1CC(C1)(C=C)C=1C(C(=C(OC1)C(=O)N)OCC1=CC=CC=C1)=C=O